COCOC=1C=C(C2=CC=CC=C2C1)C1=C(N=C(N1C)C1CC2(CN(C2)C(=O)OC(C)(C)C)C1)C1=CC=C(C=C1)C(NCCN1CCOCC1)=O tert-butyl 6-[5-[3-(methoxymethoxy)-1-naphthyl]-1-methyl-4-[4-(2-morpholinoethylcarbamoyl)phenyl]imidazol-2-yl]-2-azaspiro[3.3]heptane-2-carboxylate